carbonyl cyanide p-(trifluoromethoxy)phenylhydrazone FC(OC1=CC=C(C=C1)NN=C(C#N)C#N)(F)F